Cl.C1N(CC2=CC=CC=C12)C(=N)N isoindoline-2-formamidine hydrochloride